NC1=C(C(N(C(N1CC)=O)CC)=O)NC(\C=C\C=1C=NC(=CC1)OC1CCOCC1)=O (E)-N-(6-amino-1,3-diethyl-2,4-dioxo-1,2,3,4-tetrahydropyrimidin-5-yl)-3-(6-((tetrahydro-2H-pyran-4-yl)oxy)pyridin-3-yl)acrylamide